N-(2-((2-(dimethylamino)ethyl)(methyl)amino)-4-isopropoxy-5-((4-(3,3,5-trimethyl-2,3-dihydro-1H-pyrrolo[3,2-b]pyridin-1-yl)-1,3,5-triazin-2-yl)amino)phenyl)acrylamide CN(CCN(C1=C(C=C(C(=C1)OC(C)C)NC1=NC=NC(=N1)N1CC(C2=NC(=CC=C21)C)(C)C)NC(C=C)=O)C)C